4-propionylcyclohexanecarboxylic acid C(CC)(=O)C1CCC(CC1)C(=O)O